O=C(CN1C(C2=CC=CC=C2C1=O)=O)CN1C=NC2=CC=CC=C2C1=O 2-(2-oxo-3-(4-oxoquinazolin-3(4H)-yl)propyl)isoindoline-1,3-dione